(2S,4R)-4-(2'-ethoxy-3-trifluoromethyl-biphenyl-4-sulfonyl)-1-(1-trifluoromethyl-cyclopropanecarbonyl)-pyrrolidine-2-carboxylic acid (1-cyano-cyclopropyl)-amide C(#N)C1(CC1)NC(=O)[C@H]1N(C[C@@H](C1)S(=O)(=O)C1=C(C=C(C=C1)C1=C(C=CC=C1)OCC)C(F)(F)F)C(=O)C1(CC1)C(F)(F)F